BrC1=CC=C(CC(N)C)C=C1 Para-Bromoamphetamine